4-((3-tolylmethyl)oxy)benzaldehyde C1(=CC(=CC=C1)COC1=CC=C(C=O)C=C1)C